methyl 4-isopropyl-2-(4-(trifluoromethyl)phenyl)quinoline-7-carboxylate C(C)(C)C1=CC(=NC2=CC(=CC=C12)C(=O)OC)C1=CC=C(C=C1)C(F)(F)F